C(#N)C1=CC=C(CN2C=C(C3=CC=C(C=C23)C#N)C(=O)NC=2C=C(C(=O)O)C=CC2)C=C1 3-[1-(4-cyanobenzyl)-6-cyano-1H-indole-3-carboxamido]benzoic acid